C(C)N(CCCOC1=C(C=C2C(=NC=NC2=C1)OC1=C(C=C(C=C1)NC(=O)C1(C(C1)(C)C)C(=O)NC1=CC=C(C=C1)F)F)OC)CC N-(4-{[7-{[3-(diethylamino)propyl]oxy}-6-(methyloxy)quinazolin-4-yl]oxy}-3-fluorophenyl)-N'-(4-fluorophenyl)-2,2-dimethylcyclopropane-1,1-dicarboxamide